4-(3,6-dimethyl-9H-carbazol-9-yl)-4'-(2,6-diphenylpyridin-3-yl)-4''-(3-methyl-9H-carbazol-9-yl)-5',6'-bis(4-(3-methyl-9H-carbazol-9-yl)phenyl)-[1,1':2',1''-terphenyl] CC=1C=CC=2N(C3=CC=C(C=C3C2C1)C)C1=CC=C(C=C1)C=1C(=CC(=C(C1C1=CC=C(C=C1)N1C2=CC=CC=C2C=2C=C(C=CC12)C)C1=CC=C(C=C1)N1C2=CC=CC=C2C=2C=C(C=CC12)C)C=1C(=NC(=CC1)C1=CC=CC=C1)C1=CC=CC=C1)C1=CC=C(C=C1)N1C2=CC=CC=C2C=2C=C(C=CC12)C